ClC=1C=NC=C(C1[C@@H](C)OC=1C=C2C(=NNC2=CC1)C=1C=C(C(=NC1)NC(CN(C)C)=O)F)Cl N-[5-[5-[(1R)-1-(3,5-dichloro-4-pyridyl)ethoxy]-1H-indazol-3-yl]-3-fluoro-2-pyridyl]-2-(dimethylamino)acetamide